3-amino-N-(6-(4-isopropyl-4H-1,2,4-triazol-3-yl)pyridin-2-yl)-5-methoxy-1H-indazole-1-carboxamide NC1=NN(C2=CC=C(C=C12)OC)C(=O)NC1=NC(=CC=C1)C1=NN=CN1C(C)C